NC[C@H]1N(CC(C1)(O)CN(CC1=CC=CC=C1)CC1=CC=CC=C1)C(=O)OC(C)(C)C tert-butyl (2S)-2-(aminomethyl)-4-((dibenzylamino)methyl)-4-hydroxypyrrolidine-1-carboxylate